CC1=C(C=CC(=C1)C)S(=O)(=O)OC1CC(CC1)(F)F (3,3-difluorocyclopentyl) methyl-4-methylbenzenesulfonate